ClC1=C(OC=2C=CC(=C(C2)S(=O)(=O)NC2(CC2)CO)O)C(=CC(=C1)N1N=C(C(NC1=O)=O)C(F)F)Cl 5-(2,6-dichloro-4-(6-(difluoromethyl)-3,5-dioxo-4,5-dihydro-1,2,4-triazin-2(3H)-yl)phenoxy)-2-hydroxy-N-(1-(hydroxymethyl)cyclopropyl)benzene-sulfonamide